N-tert-butoxycarbonyl-1,12-dodecanediamine C(C)(C)(C)OC(=O)NCCCCCCCCCCCCN